FC1(CN(C[C@H](C1)NC(=O)C=1SC(=CC1NC(=O)N)C1=CC(=CC=C1)F)C(=O)OC(C)(C)C)F tert-butyl (S)-3,3-difluoro-5-(5-(3-fluorophenyl)-3-ureidothiophene-2-carboxamido)piperidine-1-carboxylate